3-amino-3H-spiro[benzofuran-2,4'-piperidine] NC1C2=C(OC13CCNCC3)C=CC=C2